ketodiphenyldiisocyanate O(C1=C(C=CC=C1)N=C=O)C1=C(C=CC=C1)N=C=O